3-[4-(Cyclopropylsulfonylamino)phenyl]-1-sulfamoyl-pyrrole-2-carboxylic acid C1(CC1)S(=O)(=O)NC1=CC=C(C=C1)C1=C(N(C=C1)S(N)(=O)=O)C(=O)O